C(C1=CC=CC=C1)OCC1=NC(=C(C(=N1)C)C1=C(C=CC=2C(=C3N(C12)[C@@H](CN=C3)C)CCCOC3=CC(=C(C(=C3)C)Cl)C)Cl)C (R)-6-(2-((benzyloxy)methyl)-4,6-dimethylpyrimidin-5-yl)-7-chloro-10-(3-(4-chloro-3,5-dimethylphenoxy)propyl)-4-methyl-3,4-dihydropyrazino[1,2-a]indol